3-[(hydroxymethyl)amino]-3-oxopropylphosphonic acid dimethyl ester COP(OC)(=O)CCC(=O)NCO